2-(4-((4-(2-((5-(2-aminopyrimidine-5-carboxamido)-7-methoxy-2,3-dihydroimidazo[1,2-c]quinazolin-8-yl)oxy)ethyl)piperazine-1-carbonyl)oxy)phenyl)acetic acid NC1=NC=C(C=N1)C(=O)NC1=NC=2C(=C(C=CC2C=2N1CCN2)OCCN2CCN(CC2)C(=O)OC2=CC=C(C=C2)CC(=O)O)OC